(S)-17-((2S,4R)-4-hydroxy-2-((4-(4-methylthiazol-5-yl)benzyl)carbamoyl)pyrrolidine-1-carbonyl)-18,18-dimethyl-15-oxo-3,6,9,12-tetraoxa-16-azanonadecyl 4-methylbenzenesulfonate CC1=CC=C(C=C1)S(=O)(=O)OCCOCCOCCOCCOCCC(N[C@@H](C(C)(C)C)C(=O)N1[C@@H](C[C@H](C1)O)C(NCC1=CC=C(C=C1)C1=C(N=CS1)C)=O)=O